ClC1=CC=C(C(=N1)C(=O)O)NC(C)C=1C=C(C=C2C(N(C(=NC12)C1=CC=NC=C1)C)=O)C 6-chloro-3-((1-(3,6-dimethyl-4-oxo-2-(pyridin-4-yl)-3,4-dihydro-quinazolin-8-yl)ethyl)amino)picolinic acid